CN1CC(CCC1)N1C=NC(=C1)N 1-(1-methylpiperidin-3-yl)-1H-imidazol-4-amine